NC(CCN(NC([C@@H](NC(=O)OCC1=CC=CC=C1)CC(C)C)=O)C(=O)OC1=CC=C(C=C1)F)=O 4-fluorophenyl 1-(3-amino-3-oxopropyl)-2-(((benzyloxy)carbonyl)-L-leucyl)hydrazine-1-carboxylate